FC=1C=C(C(=O)OCCN2CCOCC2)C=C(C1)NC(CN1N=C(C(=C1)C1=CC=NC2=CC=CC=C12)C1=NC(=CC=C1)C)=O 2-morpholinoethyl 3-fluoro-5-(2-(3-(6-methylpyridin-2-yl)-4-(quinolin-4-yl)-1H-pyrazol-1-yl)acetamido)benzoate